C(#N)NC(CC1=CC(=CC(=C1)F)F)=O N-cyano-2-(3,5-difluorophenyl)acetamide